(R)-(4-(4-chloropyrazolo[1,5-a]pyridin-2-yl)-6,7-dihydro-1H-imidazo[4,5-c]pyridin-5(4H)-yl)(5-(1-(difluoromethyl)-1H-pyrazol-3-yl)-1,3,4-oxadiazol-2-yl)methanone ClC=1C=2N(C=CC1)N=C(C2)[C@@H]2N(CCC1=C2N=CN1)C(=O)C=1OC(=NN1)C1=NN(C=C1)C(F)F